pyrazolo[4,3-b]pyridin N1N=CC2=NC=CC=C21